I.C(C)SC#N ethyl thiocyanate hydroiodide